methanamine TFA salt OC(=O)C(F)(F)F.CN